2-(3,4-dichlorophenyl)-1-(6-methoxybenzo[b]thiophen-2-yl)prop-2-en-1-one ClC=1C=C(C=CC1Cl)C(C(=O)C1=CC2=C(S1)C=C(C=C2)OC)=C